C/C(=C/C[C@@H]1C(=C)CC[C@H]2[C@]1(CCCC2(C)C)C)/C=C The molecule is a diterpene that consists of a labdane skeleton with double bonds at C-8(17), C-12(13) and C-14 (the Z-isomer) and inversion of stereochemistry at the 5, 9 and 10 positions. It derives from a hydride of a labdane.